tert-butyl (tertbutoxycarbonyl)(3-chloro-4-cyanophenyl)carbamate C(C)(C)(C)OC(=O)N(C(OC(C)(C)C)=O)C1=CC(=C(C=C1)C#N)Cl